N1=C(N=CC=C1)C(=O)NC1=CC=C(C=C1)CCC(=O)N 3-[(4-pyrimidine-2-carboxamido)phenyl]propanamide